NC=1N=C(C2=C(N1)C=CN2CC2=C(C=C(C=C2)CN(C(C=CN2C(C=CC2=O)=O)=O)C2CC2)OC)NCCCCC N-[(4-{[2-amino-4-(pentylamino)-5H-pyrrolo[3,2-d]pyrimidin-5-yl]methyl}-3-methoxyphenyl)methyl]-N-cyclopropyl-3-(2,5-dioxo-2,5-dihydro-1H-pyrrol-1-yl)propenamide